CC[C@H]1CC[C@H]2[C@@H]3CC[C@H]4CCCC[C@]4(C)[C@H]3CC[C@]12C 5α-Pregnan